FC[C@]1(C[C@]2(CO2)CCC1)CN1C=NC2=C1C=C(C=C2)C#N (((3S,5R)-5-(Fluoromethyl)-1-oxaspiro[2.5]octan-5-yl)methyl)-1H-benzo[d]imidazole-6-carbonitrile